ClC1=CC(=NC=C1C(CC)=O)NC(N(C)C)=O 3-(4-chloro-5-propionylpyridin-2-yl)-1,1-dimethylurea